OC(CC(=O)O)(CC(=O)O)C(=O)O 3-hydroxy-3-carboxy-1,5-pentanedioic acid